C(C)(=O)[O-].C(C)(=O)[O-].O[Al+2] hydroxyl-aluminum diacetate